2-(4-(chloromethyl)-1H-imidazol-2-yl)-6-methylpyridine hydrochloride Cl.ClCC=1N=C(NC1)C1=NC(=CC=C1)C